5-((4-((4-([1,2,4]triazolo[1,5-a]pyridin-7-yloxy)-3-methylphenyl)amino)quinazolin-6-yl)amino)-5-oxopent-3-yn-1-yl phosphate sodium salt [Na+].P(=O)(OCCC#CC(=O)NC=1C=C2C(=NC=NC2=CC1)NC1=CC(=C(C=C1)OC1=CC=2N(C=C1)N=CN2)C)([O-])[O-].[Na+]